methyl 2-fluoro-9-(((trifluoromethyl)sulfonyl)oxy)-6,7-dihydro-5H-benzo[7]annulene-3-carboxylate FC=1C(=CC2=C(C(=CCCC2)OS(=O)(=O)C(F)(F)F)C1)C(=O)OC